OC(C)(C)[C@H]1CN(CCC1)C=1C=CC(=NC1)NC=1C2=C(C(=NC1)C1=CN=CN1C)CNC2=O (R)-7-((5-(3-(2-hydroxypropan-2-yl)piperidin-1-yl)pyridin-2-yl)amino)-4-(1-methyl-1H-imidazol-5-yl)-2,3-dihydro-1H-pyrrolo[3,4-c]pyridin-1-one